C(C)(C)(C)OC(=O)N1[C@H]2CN(C[C@@H]1CC2)C=2C=CC(=C(C(=O)O)C2)C 5-[(1R,5S)-8-tert-butoxycarbonyl-3,8-diazabicyclo[3.2.1]octan-3-yl]-2-methyl-benzoic acid